C(C)N1CC2(C1)CC(C2)C(=O)N[C@@H](CCCCCC(CC)=O)C=2NC(=CN2)C=2C(=NC1=CC=CC=C1C2)OC (S)-2-Ethyl-N-(1-(5-(2-methoxychinolin-3-yl)-1H-imidazol-2-yl)-7-oxononyl)-2-azaspiro[3.3]heptan-6-carboxamid